copper perchlorate salt Cl(=O)(=O)(=O)[O-].[Cu+2].Cl(=O)(=O)(=O)[O-]